BrC1=C(N=C(C=2N1N=CC2)N2CCC1(CC2)[C@@H](C=2C(=NC=CC2)C1)N[S@](=O)C(C)(C)C)C (R)-N-[(5S)-1'-(7-bromo-6-methyl-pyrazolo[1,5-a]pyrazin-4-yl)spiro[5,7-dihydrocyclopenta[b]pyridine-6,4'-piperidine]-5-yl]-2-methyl-propane-2-sulfinamide